FC1(CC(C1)CC1=C(C(=O)N)C=CC(=C1)C#CC1=C(C=C(C=C1)F)F)F ((3,3-difluorocyclobutyl)methyl)-4-((2,4-difluorophenyl)ethynyl)benzamide